N-((3-(5-chloro-7-morpholinofuro[3,2-b]pyridin-2-yl)-1-methyl-1H-pyrazol-5-yl)methyl)-N-(methyl-d3)methanamine-d3 ClC1=CC(=C2C(=N1)C=C(O2)C2=NN(C(=C2)CN(C([2H])([2H])[2H])C([2H])([2H])[2H])C)N2CCOCC2